4-((4-((1-Acetylindolin-7-yl)amino)pyridin-2-yl)amino)-3-methoxy-N-methylbenzamide C(C)(=O)N1CCC2=CC=CC(=C12)NC1=CC(=NC=C1)NC1=C(C=C(C(=O)NC)C=C1)OC